sec-octanol phosphate P(=O)(O)(O)OC(C)CCCCCC